8,9-dihydro-7H-cyclopenta[h]isoquinolin C1=NC=CC2=CC=C3C(=C12)CCC3